C(C)(C)(C)OC(=O)N1CC[SH2](CC1)=O 1λ6-thiomorpholine-4-carboxylic acid tert-butyl ester 1-oxide